C1(=CC=CC=C1)C1=NC=CC[C@H]1C1=CC=C(C=C1)OC(F)(F)F Phenyl-(S)-3-(4-(trifluoromethoxy)phenyl)-3,4-dihydropyridine